(S)-2-formyl-indoline-1-carboxylic acid tert-butyl ester C(C)(C)(C)OC(=O)N1[C@@H](CC2=CC=CC=C12)C=O